3-(3-isopropyl-2-(8-methoxy-[1,2,4]triazolo[1,5-a]pyridin-6-yl)-1H-pyrrolo[2,3-c]pyridin-5-yl)-N-neopentylcyclopentan-1-amine C(C)(C)C1=C(NC2=CN=C(C=C21)C2CC(CC2)NCC(C)(C)C)C=2C=C(C=1N(C2)N=CN1)OC